OC(COC1=CC2=C(N=C(S2)NC(CC2=CC=C(OC3=NC=CC=C3C(=O)N)C=C2)=O)C=C1)(C)C 2-(4-(2-((6-(2-hydroxy-2-methylpropyloxy)benzo[d]thiazol-2-yl)amino)-2-oxoethyl)phenoxy)pyridine-3-carboxamide